methyl (2R,4S)-1-(6-bromo-3-nitropyridin-2-yl)-4-hydroxypyrrolidine-2-carboxylate BrC1=CC=C(C(=N1)N1[C@H](C[C@@H](C1)O)C(=O)OC)[N+](=O)[O-]